1-tridecanoyl-2-(4Z,7Z,10Z,13Z,16Z,19Z-docosahexaenoyl)-glycero-3-phosphoserine CCCCCCCCCCCCC(=O)OC[C@H](COP(=O)(O)OC[C@@H](C(=O)O)N)OC(=O)CC/C=C\C/C=C\C/C=C\C/C=C\C/C=C\C/C=C\CC